N-(3-(1H-imidazol-1-yl)propyl)-2-chloro-N1-(4-chloro-3-(pyridin-2-yl)phenyl)terephthalamide N1(C=NC=C1)CCCN(C(C1=C(C=C(C(=O)N)C=C1)Cl)=O)C1=CC(=C(C=C1)Cl)C1=NC=CC=C1